BrC=1C(=C(C=NC1)NC(CCl)=O)O N-(5-bromo-4-hydroxypyridin-3-yl)-2-chloroacetamide